N1=C(C=CC=C1)N1CCC1 1-(pyridin-2-yl)azetidin